C1(=CC=CC=C1)N=C1C(=CC(C(=C1)CC)=NC1=CC=CC=C1)CC N,N'-diphenyl-2,5-diethyl-1,4-benzoquinone diimine